rac-5-{2-[(2R,5S)-2-(3-cyclobutylphenyl)-5-methylpiperidin-1-yl]-2-oxoacetamido}pyridine-3-carboxamide C1(CCC1)C=1C=C(C=CC1)[C@@H]1N(C[C@H](CC1)C)C(C(=O)NC=1C=C(C=NC1)C(=O)N)=O |r|